3-dodecyl-1-(1,2,2,6,6-pentamethyl-4-piperidyl)pyrrolidine-2,5-dione C(CCCCCCCCCCC)C1C(N(C(C1)=O)C1CC(N(C(C1)(C)C)C)(C)C)=O